5-((4-(3-(3-amino-5-(4-amino-4-methylpiperidin-1-yl)pyrazin-2-yl)-2-chlorophenyl)piperazine-1-yl)methyl)-2-(2,6-dioxopiperidin-3-yl)isoindoline-1,3-dione NC=1C(=NC=C(N1)N1CCC(CC1)(C)N)C=1C(=C(C=CC1)N1CCN(CC1)CC=1C=C2C(N(C(C2=CC1)=O)C1C(NC(CC1)=O)=O)=O)Cl